IC1=C(C(=O)NC2=CC=C(C=C2)C(C)C)C=C(C=C1)[N+](=O)[O-] 2-iodo-5-nitro-N-[4-(propan-2-yl)phenyl]benzamide